methanedisulfonic acid C(S(=O)(=O)O)S(=O)(=O)O